5-(2-methyl-1-(tetrahydro-2H-pyran-4-yl)-1H-imidazo[4,5-b]pyridin-6-yl)-N-(3,3,3-trifluoropropyl)pyrrolo[2,1-f][1,2,4]triazin-2-amine CC=1N(C=2C(=NC=C(C2)C=2C=CN3N=C(N=CC32)NCCC(F)(F)F)N1)C1CCOCC1